FC1=C(C=C(C=C1)C1=NC=NN1C=1C=CC=2N(C1)C(=CN2)I)OC 6-[5-(4-fluoro-3-methoxy-phenyl)-1,2,4-triazol-1-yl]-3-iodo-imidazo[1,2-a]pyridine